(1R,4R)-N4-(2-{3-[(4-methanesulfonyl-2-methylphenyl)amino]prop-1-yn-1-yl}-1-(2,2,2-trifluoroethyl)-1H-indol-4-yl)-N1,N1-dimethylcyclohexane-1,4-diamine CS(=O)(=O)C1=CC(=C(C=C1)NCC#CC=1N(C2=CC=CC(=C2C1)NC1CCC(CC1)N(C)C)CC(F)(F)F)C